octadecenoic acid anion C(C=CCCCCCCCCCCCCCCC)(=O)[O-]